N,N'-diisobutylpropylenediamine C(C(C)C)NCC(C)NCC(C)C